4-allyl-6-chlorocatechol C(C=C)C=1C=C(C(O)=C(C1)Cl)O